(2-methoxyethyl)[(4-methoxyphenyl)methyl]amine COCCNCC1=CC=C(C=C1)OC